C(C)(C)(C)OC(=O)NC1=NC=CC(=C1)CC(C(=O)OC)(C(=O)OC)C[C@@H](C(F)(F)F)N[S@](=O)C(C)(C)C dimethyl 2-((2-((tert-butoxycarbonyl)amino)pyridin-4-yl)methyl)-2-((S)-2-(((R)-tert-butylsulfinyl)amino)-3,3,3-trifluoropropyl)malonate